ClC1=NC=C(C(=N1)C1=CC=C2CN(C(C2=C1)=O)CCOC)Cl 6-(2,5-dichloropyrimidin-4-yl)-2-(2-methoxyethyl)isoindolin-1-one